C1(=CC=CC=C1)C1=NC(=NC(=N1)C1=CC=CC=C1)C1=C(C=CC=C1)C1=CC=C2C=3C=CC(=CC3C3(C2=C1)CCCC3)C3=CC=CC=C3 2,4-diphenyl-6-(2-(2'-phenylspiro[cyclopentane-1,9'-fluoren]-7'-yl)phenyl)-1,3,5-triazine